1-(trimethylsiloxy)cyclohexene C[Si](OC1=CCCCC1)(C)C